C(CC)C(C(O)(O)O)(CCC)CCC.C(C1=CC=CC=C1)NCC1=CC(=CC=C1)CNCC1=CC=CC=C1 N,N'-dibenzyl-1,3-bis(aminomethyl)benzene tripropyl-orthoacetate